NC1=CC=C(C(=N1)OC)NC(=O)C=1C(=NOC1C)C1=CC=CC=C1 N-(6-amino-2-methoxy-3-pyridinyl)-5-methyl-3-phenyl-isoxazole-4-carboxamide